(4-(2-(2,6-dimethylpyridin-4-yl)-3-isopropyl-1H-indol-5-yl)piperidin-1-yl)(1-methylpiperidin-4-yl)methanone CC1=NC(=CC(=C1)C=1NC2=CC=C(C=C2C1C(C)C)C1CCN(CC1)C(=O)C1CCN(CC1)C)C